1-{4-[7-{[Cyclopropyl-(6-cyclopropylmethoxy-pyridin-3-yl)-methyl]-amino}-1-(1-ethylpropyl)-1H-pyrazolo[4,3-d]pyrimidin-5-yl]-piperazin-1-yl}-ethanon C1(CC1)C(C=1C=NC(=CC1)OCC1CC1)NC=1C2=C(N=C(N1)N1CCN(CC1)C(C)=O)C=NN2C(CC)CC